C(C)(C)(C)OC(=O)NCCCCC1=C(C(=C(S1)C(=O)O)NC(CN1CCCCCC1)=O)C.C(CCCC\C=C/C\C=C/C\C=C/C\C=C/CC)(=O)N[C@@H]([C@@H](C)CC)C(=O)O N-stearidonoyl-isoleucine 4-((tert-butoxycarbonyl)amino)butyl-3-(2-(azepan-1-yl)acetamido)-4-methylthiophene-2-carboxylate